6-((3-methoxy-4-(4-methylpiperazin-1-yl)phenyl)amino)-2,4-dimethyl-4,9-dihydro-10H-pyrimido[5,4-b]thiazolo[5,4-e][1,4]diazepin-10-one COC=1C=C(C=CC1N1CCN(CC1)C)NC=1N=CC=2NC(C3=C(N(C2N1)C)SC(=N3)C)=O